O1CCC12CCN(CC2)CC(=O)NC=2C=C(C(=NC2)C)NC(=O)C=2C=NN1C2SC(=C1)C=1C=NN(C1)C N-(5-(2-(1-oxa-7-azaspiro[3.5]nonan-7-yl)acetamido)-2-methylpyridin-3-yl)-2-(1-methyl-1H-pyrazol-4-yl)pyrazolo[5,1-b]thiazole-7-carboxamide